3-benzoyl-4-hydroxy-6-methoxybenzenesulfonic acid C(C1=CC=CC=C1)(=O)C=1C=C(C(=CC1O)OC)S(=O)(=O)O